BrC1=C(C=C2CN(C(C2=C1)=O)C1C(NC(CC1)=O)=O)S(=O)(=O)C 3-(6-bromo-5-(methylsulfonyl)-1-oxoisoindolin-2-yl)piperidine-2,6-dione